N6,N6,N8,N8-tetraphenyl-5,9-dioxa-13b-boranaphtho[3,2,1-de]anthracene-6,8-diamine C1(=CC=CC=C1)N(C=1C=C(C=2OC=3C=CC=CC3B3C2C1OC=1C=CC=CC13)N(C1=CC=CC=C1)C1=CC=CC=C1)C1=CC=CC=C1